ClC=1C=C(C=C(C1OC=1C=C2C3(C(NC2=CC1)=O)CCC3)Cl)N3NC=CN=C3 2-(3,5-dichloro-4-((2'-oxospiro[cyclobutane-1,3'-indolin]-5'-yl)oxy)phenyl)-1,2,4-triazine